[NH4+].C(CCC)C1=C(C(=C(C(=C1C)CCCC)CCCC)S(=O)(=O)O)CCCC tetra-n-butyl-p-toluenesulfonic acid ammonium